6-(4-chloropyridin-2-yl)-2-methyl-6,6-dimethoxyhexanoic acid ClC1=CC(=NC=C1)C(CCCC(C(=O)O)C)(OC)OC